1-(4-(dimethylamino)phenyl)-3-(6-(4-isopropyl-4H-1,2,4-triazol-3-yl)pyridin-2-yl)imidazolidin-2-one CN(C1=CC=C(C=C1)N1C(N(CC1)C1=NC(=CC=C1)C1=NN=CN1C(C)C)=O)C